O1CCN(CC1)C=1N=CC(=NC1)CN1N=CC(=C1)C1=CC2=C(C(=NO2)C2C(NC(CC2)=O)=O)C=C1 3-(6-(1-((5-morpholinopyrazin-2-yl)methyl)-1H-pyrazol-4-yl)benzo[d]isoxazol-3-yl)piperidine-2,6-dione